3-(tert-butyl)-1-(4-(dimethylamino)phenyl)-1H-pyrazol-5-amine C(C)(C)(C)C1=NN(C(=C1)N)C1=CC=C(C=C1)N(C)C